ClC=1C=C(NC2=NC=C(C(=N2)N[C@H](CO)C2=CC=CC=C2)C(=O)NC)C=CC1C(CO)(C)C 2-[3-chloro-4-(2-hydroxy-1,1-dimethyl-ethyl)anilino]-4-[[(1S)-2-hydroxy-1-phenyl-ethyl]amino]-N-methyl-pyrimidine-5-carboxamide